C1=CC=CC=2C3=CC=CC=C3C(C12)COC(=O)N1CCN(CC1)CC(=O)N[C@H](CCC(=O)OCC1=CC=CC=C1)C(=O)OCC=C 1-allyl 5-benzyl (2-(4-(((9H-fluoren-9-yl)methoxy)carbonyl)piperazin-1-yl)acetyl)-D-glutamate